1,2-bis{1,5-bis(methoxycarbonyl)-3-methyl-9-oxo-2,4-bis(pyridin-2-yl)-3,7-diazabicyclo[3.3.1]Non-7-yl}ethane COC(=O)C12C(N(C(C(CN(C1)CCN1CC3(C(N(C(C(C1)(C3=O)C(=O)OC)C3=NC=CC=C3)C)C3=NC=CC=C3)C(=O)OC)(C2=O)C(=O)OC)C2=NC=CC=C2)C)C2=NC=CC=C2